C(C)(C)(C)C=1C=C(N(N1)C=1C=CC(=NC1)OC)NC(=O)NC1=CC=C(C2=CC=CC=C12)OCCN1CCOCC1 1-[5-tert-butyl-2-(2-methoxypyridin-5-yl)-2H-pyrazol-3-yl]-3-[4-(2-morpholin-4-yl-ethoxy)naphthalen-1-yl]-urea